CN(C(C(=O)OCC(F)(F)F)=O)C(C)C1=C(C=C(C=C1)C(F)(F)F)C 2,2,2-trifluoroethyl 2-(methyl (1-(2-methyl-4-(trifluoromethyl)phenyl)ethyl)amino)-2-oxoacetate